cyclohexyl-aniline methyl-(4-((5-(benzo[b]thiophen-2-yl)-1H-pyrazol-3-yl)amino)-3-methylphenyl)carbamate CN(C(O)=O)C1=CC(=C(C=C1)NC1=NNC(=C1)C1=CC2=C(S1)C=CC=C2)C.C2(CCCCC2)NC2=CC=CC=C2